(2S,6R*)-N-[(1S)-1-cyano-2-[4-(3-methyl-2-oxo-2,3-dihydro-1,3-benzoxazol-5-yl)phenyl]ethyl]-6-methoxy-1,4-oxazocane-2-carboxamide C(#N)[C@H](CC1=CC=C(C=C1)C=1C=CC2=C(N(C(O2)=O)C)C1)NC(=O)[C@H]1OCC[C@H](CNC1)OC |o1:28|